1,13-tridecanediamine C(CCCCCCCCCCCCN)N